ClC1=CC(=C(C=N1)C1(CC1)C(=O)N)C 1-(6-chloro-4-methylpyridin-3-yl)cyclopropanecarboxamide